ethyl (S)-3-amino-3-(3-(1-methyl-1H-pyrazol-4-yl)phenyl)propanoate N[C@@H](CC(=O)OCC)C1=CC(=CC=C1)C=1C=NN(C1)C